tert-butyl (1R,3S,5S)-3-(3-chloro-7-oxopyrido[2,3-c]pyridazin-8(7H)-yl)-8-azabicyclo[3.2.1]octane-8-carboxylate ClC1=CC2=C(N=N1)N(C(C=C2)=O)C2C[C@H]1CC[C@@H](C2)N1C(=O)OC(C)(C)C